FC12CCC(CC1)(C2)CO (4-fluorobicyclo[2.2.1]hept-1-yl)methanol